N-(4-((4-amino-2-butyl-1H-imidazo[4,5-c]quinolin-1-yl)methyl)benzyl)undecanamide NC1=NC=2C=CC=CC2C2=C1N=C(N2CC2=CC=C(CNC(CCCCCCCCCC)=O)C=C2)CCCC